C1N(CC2=CC=CC=C12)CC=1OC=C(C(C1)=O)OCC1CCN(CC1)S(=O)(=O)C 2-(isoindolin-2-yl-methyl)-5-((1-(methylsulfonyl)piperidin-4-yl)methoxy)-4H-pyran-4-one